(1H-pyrrolo[3,2-c]pyridine-2-yl)methanamine N1C(=CC=2C=NC=CC21)CN